C(C)C=1C(NC2=C(N1)N=CC(=C2)CN2CCN([C@H]1CC[C@@H]21)C=2C(=NC=CC2)C(=O)NC)=O ((1S,6R)-5-((3-ethyl-2-oxo-1,2-dihydropyrido[2,3-b]pyrazin-7-yl)methyl)-2,5-diazabicyclo[4.2.0]oct-2-yl)-N-methylpyridinecarboxamide